C(C)OC(=O)C1=C(N(C2=CC=C(C=C12)O)C1=CC=CC=C1)C 5-hydroxy-2-methyl-1-phenyl-1H-indole-3-carboxylic acid ethyl ester